C1(CC1)COC1(OC2=CC=CC(=C2C(C1)=O)O)C1=CC=C(C=C1)OCC(C)C cyclopropylmethoxy-5-hydroxy-2-(4-isobutoxyphenyl)chroman-4-one